N[C@@H]1CN(CC1)C(=O)C=1C=CC(=C(C1)C1=CC(=C(C#N)C=C1)F)C1=C(C=C(C=C1)CC(C)(C)O)F 4-[5-[(3S)-3-aminopyrrolidine-1-carbonyl]-2-[2-fluoro-4-(2-hydroxy-2-methyl-propyl)phenyl]phenyl]-2-fluoro-benzonitrile